1-hexadecanoyl-2-(9Z-tetradecenoyl)-glycero-3-phosphoserine CCCCCCCCCCCCCCCC(=O)OC[C@H](COP(=O)(O)OC[C@@H](C(=O)O)N)OC(=O)CCCCCCC/C=C\CCCC